3-Chloro-pyridine-2-carboxylic acid {2-[5-(7-fluoro-1-methyl-2-oxo-1,2,3,4-tetrahydro-quinolin-6-yl)-pyridin-3-yloxy]-ethyl}-amide FC1=C(C=C2CCC(N(C2=C1)C)=O)C=1C=C(C=NC1)OCCNC(=O)C1=NC=CC=C1Cl